C(C1=CC=CC=C1)[O-].[K+] potassium benzylalcoholate